C(CCCCCCCC=C)[Si](C)(C)CCCCCCCCC=C bis(9-decenyl)dimethylsilane